2-bromo-5-(tert-butyl)benzo[b]-thiophene BrC1=CC2=C(S1)C=CC(=C2)C(C)(C)C